N1(C=NC=C1)C1=CC=C(CN(C=2OC=C(N2)CN2CCOCC2)CC2=CC(=CC=C2)OC)C=C1 N-(4-(1H-imidazol-1-yl)benzyl)-N-(3-methoxybenzyl)-4-(morpholinomethyl)oxazol-2-amine